Perfluoro-1-iodooctane iodide [I-].FC(C(C(C(C(C(C(C(F)(F)F)(F)F)(F)F)(F)F)(F)F)(F)F)(F)F)(I)F